6,7,8,9-tetrahydropyrido[3',2':4,5]pyrrolo[1,2-a]pyrazine-2-carboxamide N1=C(C=CC=2C=C3N(CCNC3)C21)C(=O)N